Dimethyltricyclo[3.3.1.13,7]decan-1-amine hydrochloride Cl.CC1(C2(CC3CC(CC1C3)C2)N)C